C(C1=CC=CC=C1)NC(=O)C=1N=C(OC1C)[C@H]1N(CCCC1)S(=O)(=O)C1CCCCC1 (S)-N-benzyl-2-(1-(cyclohexylsulfonyl)piperidin-2-yl)-5-methyl-oxazole-4-carboxamide